potassium 2,5-dichlorobenzene sulfate S(=O)(=O)([O-])[O-].ClC1=CC=C(C=C1)Cl.[K+].[K+]